ethyl 4-[[(1S)-2-hydroxy-1-phenyl-ethyl]amino]-2-(2-methoxy-4-methylsulfonyl-anilino)pyrimidine-5-carboxylate OC[C@H](C1=CC=CC=C1)NC1=NC(=NC=C1C(=O)OCC)NC1=C(C=C(C=C1)S(=O)(=O)C)OC